CC1=C(C(=O)NC)C=CC(=C1N)NC=1C=C2CCC(NC2=CC1)=O methyl-3-amino-N-methyl-4-((2-oxo-1,2,3,4-tetrahydroquinolin-6-yl)amino)benzamide